C(CCCCC)NCCC(CCC=C(C)C)C N-hexyl-3,7-dimethyloct-6-en-1-amine